ferrocenyl-phosphine nitrogen [N].[C-]1(C=CC=C1)P.[CH-]1C=CC=C1.[Fe+2]